COC=1C=CC(=C(C1)N1/C(/SCC1=O)=N/C(=O)NC1=CC=C(C=C1)C1=NN(C=N1)C1=CC=C(C=C1)OC(F)(F)F)OCCC(F)(F)F (Z)-1-(3-(5-methoxy-2-(3,3,3-trifluoropropoxy)phenyl)-4-oxothiazolidin-2-ylidene)-3-(4-(1-(4-(trifluoromethoxy)phenyl)-1H-1,2,4-triazol-3-yl)phenyl)urea